CC1=C(N=NC(=C1C)N[C@H]1CN(CCC1)C)C1=C(C=C(C=C1C)C(F)(F)F)O 2-(4,5-dimethyl-6-(((R)-1-methylpiperidin-3-yl)amino)pyridazin-3-yl)-3-methyl-5-(trifluoromethyl)phenol